(4-(bromomethyl)-6-(trifluoromethyl)benzo[d]thiazol-2-yl)-N-tert-butoxycarbonylcarbamate BrCC1=CC(=CC2=C1N=C(S2)OC(NC(=O)OC(C)(C)C)=O)C(F)(F)F